1-(1-(1-(4-methoxybenzyl)-2,6-dioxopiperidin-3-yl)-3-methyl-2-oxo-2,3-dihydro-1H-benzo[d]imidazol-5-yl)piperidin COC1=CC=C(CN2C(C(CCC2=O)N2C(N(C3=C2C=CC(=C3)N3CCCCC3)C)=O)=O)C=C1